5-bromo-3'-nitro-[1,1'-biphenyl]-2-carboxylic acid methyl ester COC(=O)C=1C(=CC(=CC1)Br)C1=CC(=CC=C1)[N+](=O)[O-]